C(C)(C)(C)C=1C=C(C=CC1)C1(CCC(CC1)N)N 1-(3-(tert-butyl)phenyl)cyclohexane-1,4-diamine